BrC=1C=C2C=NC(=NC2=CC1)N 6-bromo-2-quinazolinamine